OCCN1N=C(C(=C1)NC=1N=CC2=C(N1)N(C(=C2)C#N)[C@H]2[C@@H](COCC2)C)OC2COC2 2-((1-(2-hydroxyethyl)-3-(oxetan-3-yloxy)-1H-pyrazol-4-yl)amino)-7-(trans-3-methyltetrahydro-2H-pyran-4-yl)-7H-pyrrolo[2,3-d]pyrimidine-6-carbonitrile